6-ethyl-5-propylpyrazine-2-carboxamide C(C)C1=C(N=CC(=N1)C(=O)N)CCC